C(C(C)C)C1=CC=C(C=C1)CC(C#N)C1=CC=CC=C1 3-(4-isobutylphenyl)-2-phenylpropionitrile